Ethyl (3S)-3-(3-(4-(1,8-naphthyridin-2-yl)butyl)-3-methyl-2-oxoazetidin-1-yl)-3-(6-methoxypyridin-3-yl)propanoate N1=C(C=CC2=CC=CN=C12)CCCCC1(C(N(C1)[C@@H](CC(=O)OCC)C=1C=NC(=CC1)OC)=O)C